[SH2]=N.C(C1=CC=CC=C1)N1CN(C=C1)C 1-benzyl-3-methylimidazole sulfimide salt